C(C)(=O)[O-].C[NH+]1C(CCC1)CC 1-methyl-2-ethylpyrrolidinium acetate